[K+].P(=O)(O)(OCN1N=CC(=C1)C=1C2=C(C(=NC1)C1=C(C=C(C(=C1)C(C)=O)N)F)C(=NO2)N)[O-] (4-(4-(5-acetyl-4-amino-2-fluorophenyl)-3-aminoisoxazolo[4,5-c]pyridin-7-yl)-1H-pyrazol-1-yl)methyl Monohydrogenphosphate Monopotassium Salt